1-[4-[(3-chloro-4-fluorophenyl)amino]-7-[(3S)-tetrahydro-3-furanoxy]quinazolin-6-yl]-5-hydroxypyrrol-2-one ClC=1C=C(C=CC1F)NC1=NC=NC2=CC(=C(C=C12)N1C(CC=C1O)=O)O[C@@H]1COCC1